N-{6-[(5-chloro-3-pyridyl)oxy]-3-pyridyl}-N'-methylurea ClC=1C=C(C=NC1)OC1=CC=C(C=N1)NC(=O)NC